FC(=C(O[Si](C)(C)C)C1=C(C=CC=C1)S)F 2-(2,2-difluoro-1-((trimethylsilyl)oxy)vinyl)thiophenol